C(C)(=O)C=1C(NC2=CC=C(C=C2C1Cl)Cl)=O 3-acetyl-4,6-dichloro-1H-quinolin-2-one